Dimethyl-benzoyl-ammonium methyl-(E)-1-(4-((tert-butoxycarbonyl)amino)but-2-en-1-yl)-2-(1-ethyl-3-methyl-1H-pyrazole-5-carboxamido)-7-methoxy-1H-benzo[d]imidazole-5-carboxylate COC(=O)C1=CC2=C(N(C(=N2)NC(=O)C2=CC(=NN2CC)C)C\C=C\CNC(=O)OC(C)(C)C)C(=C1)OC.C[NH+](C(C1=CC=CC=C1)=O)C